tertbutylvinyl ether C(C)(C)(C)OC=C